6-amino-2-(3,5-dimethyl-4-{2'-oxo-1'H-spiro[cyclobutane-1,3'-indol]-5'-ylmethyl}phenyl)-4H-1,2,4-triazine-3,5-dione NC=1C(NC(N(N1)C1=CC(=C(C(=C1)C)CC=1C=C2C3(C(NC2=CC1)=O)CCC3)C)=O)=O